COC[C@@H]1N(CCN(C1)C=1N=CC2=C(N1)C(=NC=N2)NC2=CC(=C(C=C2)OC2=CC1=C(N(N=N1)C)C=C2)C)C(C=C)=O (R)-1-(2-(methoxymethyl)-4-(8-((3-methyl-4-((1-methyl-1H-benzo[d][1,2,3]triazol-5-yl)oxy)phenyl)amino)pyrimido[5,4-d]pyrimidin-2-yl)piperazin-1-yl)prop-2-en-1-one